5-(2,3-diethylpiperazin-1-yl)-2,3-dihydro-1,4-benzodioxine C(C)C1N(CCNC1CC)C1=CC=CC=2OCCOC21